tert-Butyl 2-((tert-butoxycarbonyl)oxy)-3-methylbenzoate C(C)(C)(C)OC(=O)OC1=C(C(=O)OC(C)(C)C)C=CC=C1C